1-(1-acryloylazetidin-3-yl)-5-(5-methyl-1H-indazol-4-yl)-1H-indole-7-carbonitrile C(C=C)(=O)N1CC(C1)N1C=CC2=CC(=CC(=C12)C#N)C1=C2C=NNC2=CC=C1C